(S)-1-(2-chloro-5-fluorobenzoyl)-7'-(3,5-difluorophenyl)dihydro-1'H,3'H,5'H-spiro[piperidine-4,2'-pyrazolo[1,2-a]pyrazol]-1'-one ClC1=C(C(=O)N2CCC3(CN4N([C@@H](CC4)C4=CC(=CC(=C4)F)F)C3=O)CC2)C=C(C=C1)F